Butyl 4-((2-(3-chloro-4-(methoxycarbonyl)phenyl)-4-(3,3,3-trifluoropropyl)piperazin-1-yl)methyl)-5-methoxy-7-methyl-1H-indole-1-carboxylate ClC=1C=C(C=CC1C(=O)OC)C1N(CCN(C1)CCC(F)(F)F)CC1=C2C=CN(C2=C(C=C1OC)C)C(=O)OCCCC